BrC1=C(C(=C(C=C1)C(C(F)(F)F)=O)F)[Si](C)(C)C 1-(4-bromo-2-fluoro-3-(trimethylsilyl)phenyl)-2,2,2-trifluoroethan-1-one